((2-(((3S,6S,9aS)-3-(3-(4-((R)-3-methylmorpholino)pyridin-3-yl)azetidine-1-carbonyl)-5-oxooctahydro-1H-pyrrolo[1,2-a]azepin-6-yl)carbamoyl)benzo[b]thiophen-5-yl)methyl)phosphonic acid C[C@@H]1COCCN1C1=C(C=NC=C1)C1CN(C1)C(=O)[C@@H]1CC[C@H]2N1C([C@H](CCC2)NC(=O)C2=CC1=C(S2)C=CC(=C1)CP(O)(O)=O)=O